N-(8-(methylamino)-5-(2-methyloxazol-5-yl)-2,7-naphthyridin-3-yl)cyclopropanecarboxamide CNC=1N=CC(=C2C=C(N=CC12)NC(=O)C1CC1)C1=CN=C(O1)C